OCC(\C=C\C1=CC=C(C=C1)\C=C\C(=O)C1=C(C=CC=C1)CN1CCN(CC1)C)=O (E)-1-Hydroxy-4-[4-[(E)-3-[2-[(4-methylpiperazin-1-yl)methyl]phenyl]-3-oxoprop-1-enyl]phenyl]but-3-en-2-one